CO[C@H]1[C@@H](CC1)NC(=O)C=1C=NN2C1N=C(C=C2NC)NC=2C(N(C=CC2)N2C=CC=C2)=C=O N-((1R,2R)-2-methoxycyclobutyl)-7-(methylamino)-5-((2-carbonyl-1-(1H-pyrrol-1-yl)-1,2-dihydropyridin-3-yl)amino)pyrazolo[1,5-a]pyrimidine-3-carboxamide